3,4,6-tri-O-methyl-D-glucal CO[C@@H]1C=CO[C@@H]([C@H]1OC)COC